C5-propargyl-cytidine C(C#C)C=1C(=NC(N([C@H]2[C@H](O)[C@H](O)[C@@H](CO)O2)C1)=O)N